(2-hydroxy-1-phenyl-ethyl)-carbamic acid tert-butyl ester C(C)(C)(C)OC(NC(CO)C1=CC=CC=C1)=O